1-(5-(1-((2S,6R)-2,6-dimethylmorpholinyl)imidazo[1,5-a]quinoxalin-8-yl)pyridin-2-yl)-N,N-dimethylpiperidin-4-amine C[C@H]1CN(C[C@H](O1)C)C1=NC=C2N1C1=CC(=CC=C1N=C2)C=2C=CC(=NC2)N2CCC(CC2)N(C)C